(S)-1-((2r,5S)-5-amino-1,3-dioxan-2-yl)-2-((3-fluoro-4-methoxybenzyl)(4-(methylsulfonyl)phenyl)amino)ethan-1-ol NC1COC(OC1)[C@H](CN(C1=CC=C(C=C1)S(=O)(=O)C)CC1=CC(=C(C=C1)OC)F)O